Cl.N[C@H](C(=O)NCCC1=CC=C(C=C1)C1=CC(=C(C=C1)Cl)Cl)CC (S)-2-Amino-N-(2-(3',4'-dichloro-[1,1'-biphenyl]-4-yl)ethyl)butanamide hydrochloride